NCC1=CC=C(CC=2N=C3C(=NC(=NN3C2)OCCCC)N)C=C1 (4-(aminomethyl)benzyl)-2-butoxyimidazo[2,1-f][1,2,4]triazin-4-amine